1-bromo-2-(bromomethyl)-4-iodobenzene BrC1=C(C=C(C=C1)I)CBr